(R)-3-(2-(1-hydroxycyclopropane-1-carbonyl)-6-(3-methyl-1H-pyrrolo[2,3-b]pyridin-5-yl)-1,2,3,4-Tetrahydroisoquinolin-8-yl)morpholine-4-carboxylic acid tert-butyl ester C(C)(C)(C)OC(=O)N1[C@@H](COCC1)C=1C=C(C=C2CCN(CC12)C(=O)C1(CC1)O)C=1C=C2C(=NC1)NC=C2C